1-(1H-Pyrazol-4-ylmethyl)-3-[4-(thiazole-2-sulfonyl)-phenyl]-urea N1N=CC(=C1)CNC(=O)NC1=CC=C(C=C1)S(=O)(=O)C=1SC=CN1